1-tridecanoyl-2-(9Z-pentadecenoyl)-glycero-3-phosphoserine CCCCCCCCCCCCC(=O)OC[C@H](COP(=O)(O)OC[C@@H](C(=O)O)N)OC(=O)CCCCCCC/C=C\CCCCC